OCCCCN(C(CCCCC(=O)OCC(CCCCCCCC)CCCCCC)CCCCC(=O)OC(CSCCCCCC)CCCCCC)C 1-(2-Hexyldecyl) 11-(1-(hexylthio)octan-2-yl) 6-((4-hydroxybutyl)(methyl)amino)-undecanedioate